The molecule is a monocarboxylic acid anion that is the conjugate base of 5-chloromuconolactone, obtained by deprotonation of the carboxy group; major species at pH 7.3. It has a role as a bacterial xenobiotic metabolite. It is a conjugate base of a 5-chloromuconolactone. C1=CC(=O)OC1C(C(=O)[O-])Cl